1-cyclopropyl-3-[(1R,2S)-2-(4-fluoro-3-methylphenyl)cyclopropyl]-1-[(3S)-1-(pyridazin-3-yl)pyrrolidin-3-yl]urea C1(CC1)N(C(=O)N[C@H]1[C@@H](C1)C1=CC(=C(C=C1)F)C)[C@@H]1CN(CC1)C=1N=NC=CC1